C(C)S(=O)(=O)C1=NN2C(N=CC=C2N2N=C(C=C2C)C(F)(F)F)=C1C1=NC=2C(=NC=C(C2)C(F)(F)F)N1C 2-(2-(ethylsulfonyl)-7-(5-methyl-3-(trifluoromethyl)-1H-pyrazol-1-yl)pyrazolo[1,5-a]pyrimidin-3-yl)-3-methyl-6-(trifluoromethyl)-3H-imidazo[4,5-b]pyridine